O=[13C](O)[13C@@H](N)CC1=CC=C(O)C(O)=C1 DOPA-13C2